C(CCCCC)C(C(C(=O)O)CCCCCC)C(=O)O.[Na] sodium dihexyl-succinic acid